2-Chloro-N-((1-((4-fluorophenyl)sulfonyl)piperidin-4-yl)methyl)acetamide ClCC(=O)NCC1CCN(CC1)S(=O)(=O)C1=CC=C(C=C1)F